2-(3-hydroxy-2-quinolyl)-1,3-indenedione OC=1C(=NC2=CC=CC=C2C1)C1C(C2=CC=CC=C2C1=O)=O